N-(4-ethynylbenzo[d]thiazol-2-yl)-2-fluoro-6-methyl-4-(piperazin-1-yl)benzamide C(#C)C1=CC=CC2=C1N=C(S2)NC(C2=C(C=C(C=C2C)N2CCNCC2)F)=O